1-(2,5-difluorophenyl)-3-[[2-(2,2,2-trifluoroethoxy)pyridin-4-yl]methyl]urea FC1=C(C=C(C=C1)F)NC(=O)NCC1=CC(=NC=C1)OCC(F)(F)F